1-chloro-2-(1-chloro-2,2,2-trifluoro-1-methyl-ethyl)-5-methoxy-4-methyl-benzene ClC1=C(C=C(C(=C1)OC)C)C(C(F)(F)F)(C)Cl